CNCC=1C=C(C=CC1N1CCN(CC1)C)C1=NNC=2C1=NN(C(C2)=O)C2=C(C=CC=C2C)F 3-(3-((methylamino)methyl)-4-(4-methylpiperazin-1-yl)phenyl)-5-(2-fluoro-6-methylphenyl)-1H-pyrazolo[4,3-c]pyridazin-6(5H)-one